FC(OC1=CC=C(C=C1)C=1C(NC2=CC=C(C=C2C1)C1=CC=C(C=C1)N1CCN(CC1)C(C)C)=O)F 3-[4-(difluoromethoxy)phenyl]-6-{4-[4-(propan-2-yl)piperazin-1-yl]phenyl}-1,2-dihydroquinolin-2-one